NC1=C(C(=CC(=N1)C=1C(=C2CN(C(C2=CC1)=O)C1C(NC(CC1)=O)=O)F)C)F 3-(5-(6-amino-5-fluoro-4-methylpyridin-2-yl)-4-fluoro-1-oxoisoindolin-2-yl)piperidine-2,6-dione